CC1=C(C=C(C(=O)N)C=C1)NCC=1C=NC(=CC1)N1N=CC=C1 4-methyl-3-({[6-(1H-pyrazol-1-yl)pyridin-3-yl]methyl}amino)benzamide